3-(1-methyl-7-(1-(piperidin-4-ylmethyl)piperidin-4-yl)-1H-indazol-3-yl)piperidine-2,6-dione Hydrochloride Cl.CN1N=C(C2=CC=CC(=C12)C1CCN(CC1)CC1CCNCC1)C1C(NC(CC1)=O)=O